(R)-3-(4-((4-((R)-2-acetoxy-3-chloropropoxy)-3,5-dichlorophenyl)sulfonyl)phenoxy)propane-1,2-diyl diacetate C(C)(=O)OC[C@@H](COC1=CC=C(C=C1)S(=O)(=O)C1=CC(=C(C(=C1)Cl)OC[C@H](CCl)OC(C)=O)Cl)OC(C)=O